C(#N)C1=CC2=C(N3[C@H](C=NS2(=O)=O)CCC3)N=C1 (S)-3-Cyano-5,5-dioxido-7a,8,9,10-tetrahydropyrido[2,3-f]pyrrolo[2,1-d][1,2,5]thiadiazepin